NCC1=NC2=CC(=CC=C2C(N1)=O)C=1C=NN(C1C1=C(C#N)C(=CC(=C1F)Cl)N=[N+]=[N-])C (2R)-2-(4-(2-(aminomethyl)-4-oxo-3,4-dihydroquinazolin-7-yl)-1-methyl-1H-pyrazol-5-yl)-6-azido-4-chloro-3-fluorobenzonitrile